NC1=NN(C2=C(C=C(C(=C12)OC1=C(C=CC(=C1)F)Cl)NC(C1=CC(=CC(=C1)C(F)(F)F)F)=O)\C=C/C#N)C (Z)-N-(3-amino-4-(2-chloro-5-fluorophenoxy)-7-(2-cyanovinyl)-1-methyl-1H-indazol-5-yl)-3-fluoro-5-(trifluoromethyl)benzamide